COC(=O)C=1C=CC=2C3=C(C=NC2C1)N=C(N3)CCCC 2-butyl-1H-imidazo[4,5-c]Quinoline-7-carboxylic acid methyl ester